CN(C=1C=C2CCC[C@H](C2=CC1)CNC=1C=NC=CC1C(=O)O)C1=NC=CC=C1 3-({[(1R)-6-[methyl-(pyridin-2-yl)amino]-1,2,3,4-tetrahydronaphthalen-1-yl]methyl}amino)pyridine-4-carboxylic acid